[N+](=O)([O-])C1=C(C=CC=C1)S(=O)(=O)NC1=CC=C(C=C1)NC1=CC(OC2=C1C=C(C=C2)[N+](=O)[O-])=O 2-nitro-N-(4-((6-nitro-2-oxo-2H-benzopyran-4-yl)amino)phenyl)benzenesulfonamide